C(#N)C=1C=C(C=NC1)S(=O)(=O)N([C@@H](C(F)(F)F)C1=C(C=CC=C1)OC)CC (R)-5-cyano-N-ethyl-N-(2,2,2-trifluoro-1-(2-methoxyphenyl)ethyl)pyridine-3-sulfonamide